[Cl-].[Cl-].C(C)(C)(C)C1=CC=C(O[Ti+2])C(=C1)C(C)(C)C 4,6-di-tert-butylphenoxytitanium dichloride